C(C)(C)(C)OC(=O)NCCC=1C=C(C=CC1)C#CC=1C=C(C(=NC1)N1CCN(CC1)C(=O)OC(C)(C)C)Cl tert-butyl 4-[5-[2-[3-[2-(tert-butoxycarbonylamino)ethyl]phenyl]ethynyl]-3-chloro-2-pyridyl]piperazine-1-carboxylate